(S)-N-(1-(5-bromo-3-fluoropyridin-2-yl)-2,2,2-trifluoroethyl)formamide BrC=1C=C(C(=NC1)[C@@H](C(F)(F)F)NC=O)F